C1(=C(C(=CC=C1)C)C)NC1=CC=CC=C1 xylyl-aniline